CC(C(=O)Cl)(C)C 2,2-dimethyl-propanoyl chloride